(3E)-16,16-dimethoxy-3-hexadecen-1-ol COC(CCCCCCCCCCC/C=C/CCO)OC